tert-butyl 2,8-diazaspiro[3.5]nonane-6-carboxylate C1NCC12CC(CNC2)C(=O)OC(C)(C)C